O=C1NC(CCC1C1=NN(C2=CC(=CC=C12)N1CCN(CC1)CCC1CCC(CC1)NC(OC(C)(C)C)=O)C)=O tert-Butyl ((1r,4r)-4-(2-(4-(3-(2,6-dioxopiperidin-3-yl)-1-methyl-1H-indazol-6-yl)piperazin-1-yl)ethyl)cyclohexyl)carbamate